ClC=1C=C(C=CC1Cl)NC(=O)N1CCC2=CC=3N(C=C2C1)C=CN3 N-(3,4-Dichlorophenyl)-8,9-dihydroimidazo[1,2-b][2,7]naphthyridine-7(6H)-carboxamide